C1(=CC=CC=C1)N1[C@@H](CCC1)C(=O)O (S)-1-phenylpyrrolidine-2-carboxylic acid